N-(2-cyclopropyl-3-oxo-2,3-dihydropyridazin-4-yl)-7-isopropoxy-2-((1R,4S)-1-methyl-2-oxabicyclo[2.2.1]hept-4-yl)imidazo[1,2-a]pyridine-6-carboxamide C1(CC1)N1N=CC=C(C1=O)NC(=O)C=1C(=CC=2N(C1)C=C(N2)[C@]21CO[C@](CC2)(C1)C)OC(C)C